CC1=CC=C(C=C1)C1=NOC(=C1)C(=O)NCC(=O)NC1=C(C=C(C=C1C)C)C 2-{[3-(4-methylphenyl)-1,2-oxazol-5-yl]formamido}-N-(2,4,6-trimethylphenyl)acetamide